ClC=1C2=CN(N=C2C(=C(C1)C1=CC=C(C=C1)N1CCN(CC1)CC)F)C(C(=O)NC=1SC=CN1)C1=C2N(C=N1)CCC2 2-(4-chloro-6-(4-(4-ethylpiperazin-1-yl)phenyl)-7-fluoro-2H-indazol-2-yl)-2-(6,7-dihydro-5H-pyrrolo[1,2-c]imidazol-1-yl)-N-(thiazol-2-yl)acetamide